N-[2-(4-formylcyclohexyl)-5-methoxy-1,3-benzothiazol-6-yl]-2-methyl-pyrimidine-4-carboxamide C(=O)C1CCC(CC1)C=1SC2=C(N1)C=C(C(=C2)NC(=O)C2=NC(=NC=C2)C)OC